(3S,4R)-3-fluoromethyl-4-(3H-imidazo[1,2-a]pyrrolo[2,3-e]pyrazin-8-yl)-N-(2,2,2-trifluoroethyl)pyrrolidine-1-amide FC[C@@H]1CN(C[C@@H]1C1=CN=C2N1C1=C(N=C2)NC=C1)C(=O)NCC(F)(F)F